BrC=1C(=CC2=C(OCC(N2)=O)C1)Cl 7-bromo-6-chloro-2H-benzo[b][1,4]Oxazin-3(4H)-one